C(C)OC(=O)C=1C=NC2=C(N=CC=C2C1Cl)Cl 4,8-dichloro-1,7-naphthyridine-3-carboxylic acid ethyl ester